CC(CNC(OCCOC=C(C(=O)[O-])C)=O)(CC(CCNC(OCCOC=C(C(=O)[O-])C)=O)C)C 7,7,9-trimethyl-4,13-dioxo-3,14-dioxa-5,12-diazahexadecane-1,16-dioxy-dimethacrylate